BrC1=CC=C(C(=C1C(C(=O)NC1CCOCC1)=O)F)F 2-(6-bromo-2,3-difluorophenyl)-2-oxo-N-(tetrahydro-2H-pyran-4-yl)acetamide